3-[6-imino-3-(2-naphthyl)pyridazin-1-yl]propionic acid N=C1C=CC(=NN1CCC(=O)O)C1=CC2=CC=CC=C2C=C1